ClC=1C=C(C2=C(N(CN(S2(=O)=O)[C@@H]([C@H](C)C2=C(C(=CC=C2F)C)C)C2=NNC(O2)=O)C2CC2)C1)C(C)Cl 5-((1S,R)-1-(6-chloro-8-(1-chloroethyl)-4-cyclopropyl-1,1-dioxido-3,4-dihydro-2H-benzo[e][1,2,4]thiadiazin-2-yl)-2-(6-fluoro-2,3-dimethylphenyl)propyl)-1,3,4-oxadiazol-2(3H)-one